[Al+3].CC1=C(C(=CC=C1)C)[O-].CC1=NC2=C(C=CC=C2C=C1)[O-].CC1=NC2=C(C=CC=C2C=C1)[O-] bis(2-methyl-8-quinolinolate) (2,6-dimethylphenolate) Aluminum